5-bromo-2,3-dihydro-1H-indene-1-carbonitrile BrC=1C=C2CCC(C2=CC1)C#N